(3S)-1-(4-isoquinolyl)piperidine C1=NC=C(C2=CC=CC=C12)N1CCCCC1